Sodium-tungsten-oxide [W]=O.[Na]